C1C(CC2=CC=CC=C12)NC1=NC=C(C=N1)C1=CC=C(C=C1)[C@H](C)NC(=O)N1CC2=C(CC1)NN=N2 (S)-N-(1-(4-(2-((2,3-dihydro-1H-inden-2-yl)amino)pyrimidin-5-yl)phenyl)ethyl)-1,4,6,7-tetrahydro-5H-[1,2,3]triazolo[4,5-c]pyridine-5-carboxamide